OCCNC(CC1N(C(CC1)=O)CC1=CC=C(C=C1)C)=O N-(2-hydroxyethyl)-2-[1-[(4-methylphenyl)methyl]-5-oxopyrrolidin-2-yl]acetamide